C(#N)C(C(=O)OCC)(C)C=1C=NC(=C(C1)SCC)C1=NC2=C(C=NC(=C2)C(F)(F)F)N1C ethyl 2-cyano-2-[5-ethylsulfanyl-6-[3-methyl-6-(trifluoromethyl)imidazo[4,5-c]pyridin-2-yl]-3-pyridyl]propanoate